3-(4-fluorophenyl)-1-isopropyl-N2-methyl-4-oxo-1,4-dihydropyridine-2,5-dicarboxamide FC1=CC=C(C=C1)C1=C(N(C=C(C1=O)C(=O)N)C(C)C)C(=O)NC